N1C=C(C2=CC=CC=C12)C[C@@H](C(=O)N1CCOCC1)NC(=O)NC1=CC=CC=C1 (S)-1-(3-(1H-indol-3-yl)-1-morpholino-1-oxopropan-2-yl)-3-phenylurea